COC1=C(C=C(C=C1)C1C(C1)COC)S(=O)(=O)NC(=O)C1=NC2=CC=CC(=C2C=C1)N1N=CC=C1 N-((2-methoxy-5-(2-(methoxymethyl)cyclopropyl)phenyl)sulfonyl)-5-(1H-pyrazol-1-yl)quinoline-2-carboxamide